C(C)(=O)C1=CC=C2C(=N1)N(C(=C2)C2=NC1=C(N2C2CC2)C(=CC(=C1)C(=O)OC)OC)COCC[Si](C)(C)C methyl 2-(6-acetyl-1-((2-(trimethylsilyl)ethoxy)methyl)-1H-pyrrolo[2,3-b]pyridin-2-yl)-1-cyclopropyl-7-methoxy-1H-benzo[d]imidazole-5-carboxylate